bipyrazine-yl N1=C(C=NC=C1)C1=NC=CN=C1